FC1=C(C=C2C=CN=CC2=C1)/C=C/C(=O)OCC ethyl (E)-3-(7-fluoroisoquinolin-6-yl)acrylate